CC=1C(=C(C(=O)O)C=CN1)C 2,3-dimethylisonicotinic acid